O1C2=C(OCC1)C=C(C=C2)C(CCN2CC1=CC=CC=C1C2)=O 1-(2,3-dihydrobenzo[b][1,4]dioxin-6-yl)-3-(isoindolin-2-yl)propan-1-one